1-methyl-2,4-dioxo-1,2,3,4-tetrahydropyrimidin-5-carboxamide CN1C(NC(C(=C1)C(=O)N)=O)=O